C(C1=CC=CC=C1)OCCC1(C#N)CC=CC=C1 1-[2-(benzyloxy)ethyl]benzonitrile